FC=1C=C(C=NC1)COC=1C(=NC=CC1)C=1C=C(SC1)C(=O)O 4-{3-[(5-fluoropyridin-3-yl)methoxy]pyridin-2-yl}thiophene-2-carboxylic acid